mono(diethylamino)silane Methyl-3-chloro-4-((3,5-difluoropyridin-2-yl)methoxy)-5',6-dimethyl-2-oxo-2H-[1,4'-bipyridine]-2'-carboxylate COC(=O)C1=NC=C(C(=C1)N1C(C(=C(C=C1C)OCC1=NC=C(C=C1F)F)Cl)=O)C.C(C)N(CC)[SiH3]